5-ethynylbenzene C(#C)C=1C=CC=CC1